O[C@@H]1C=2C=CC(=CC2CC[C@H]1[C@@H]1N2C(C3=CC=CC=C13)=CN=C2)C#N (5S,6S)-5-hydroxy-6-((S)-5H-imidazo[5,1-a]isoindol-5-yl)-5,6,7,8-tetrahydronaphthalene-2-carbonitrile